C(C#C)N1C(NN=CC1=O)=O 4-propargyl-1,2,4-triazine-3,5(2H,4H)-dione